6-(3-bromo-2-bromomethyl-propionyloxy)-hexanoic acid BrCC(C(=O)OCCCCCC(=O)O)CBr